(t-butoxycarbonyl)-L-alanine naphthalen-2-yl ester C1=C(C=CC2=CC=CC=C12)OC([C@@H](NC(=O)OC(C)(C)C)C)=O